OC(C(=O)N1[C@H]([C@]2(C[C@H]1C)NC(COC2)=O)CC=2C(=C(C=CC2)C2=CC(=CC(=C2)F)F)F)(C)C (1S,3R,5S)-2-(2-hydroxy-2-methylpropanoyl)-3-methyl-1-({2,3',5'-trifluoro-[1,1'-biphenyl]-3-yl}methyl)-9-oxa-2,6-diazaspiro[4.5]decan-7-one